N1=C(N=CC2=CC=CC=C12)NC1CCC(CC1)N(C(C)=O)C1=CC=C(C=C1)C=1C=NC(=NC1)OCC1CCN(CC1)CC(=O)O 2-(4-(((5-(4-(N-((1r,4r)-4-(quinazolin-2-ylamino)cyclohexyl)acetamido)phenyl)pyrimidin-2-yl)oxy)methyl)piperidin-1-yl)acetic acid